nickel oxyhydride O.[Ni]